NC(CCCCCCCCC)O 1-aminodecanol